S(=O)(=O)([O-])[O-].[Na+].[Na+] Sodium Sulfate